N(=[N+]=[N-])C1=CC=C(OCC2CCOCC2)C=C1 4-((4-azidophenoxy)methyl)tetrahydro-2H-pyran